phenyl-Alanine Azide C1(=CC=CC=C1)N[C@@H](C)C(=O)N=[N+]=[N-]